COC1=CC=C(CN(S(=O)(=O)C2=NN(C=C2)CCC(C)(B2OC(C(O2)(C)C)(C)C)C)CC2=CC=C(C=C2)OC)C=C1 N,N-bis(4-methoxybenzyl)-1-(3-methyl-3-(4,4,5,5-tetramethyl-1,3,2-dioxaborolan-2-yl)butyl)-1H-pyrazole-3-sulfonamide